ethyl 6-oxo-7-(oxolan-2-yl)-5H-1,5-naphthyridine-3-carboxylate O=C1NC=2C=C(C=NC2C=C1C1OCCC1)C(=O)OCC